(2S,3R,4R,5S)-2-(hydroxymethyl)-1-(((R)-1-(o-tolyl)pyrrolidin-3-yl)methyl)piperidine-3,4,5-triol OC[C@@H]1N(C[C@@H]([C@H]([C@@H]1O)O)O)C[C@@H]1CN(CC1)C1=C(C=CC=C1)C